N-[5-(5-chloro-2-fluorophenyl)-3-formyl-2-methyl-7-oxo-6,7-dihydro-5H-pyrrolo[4,3-f]indazol-4-yl]-5-fluoro-3-(trifluoromethyl)benzamide ClC=1C=CC(=C(C1)C1NC(C=2C1=C(C1=C(N(N=C1C2)C)C=O)NC(C2=CC(=CC(=C2)F)C(F)(F)F)=O)=O)F